C(C)N=C=NCCCN(C)C 1-ethyl-3-(3-dimethylaminopropyl)-carbodiimide